C(C)(C)N(P(OCCC#N)O[C@@H]1CO[C@H](C=C1)CCCP(=O)(OC)OC)C(C)C 2-Cyanoethyl ((3S,6S)-6-(3-(dimethoxyphosphoryl)propyl)-3,6-dihydro-2H-pyran-3-yl) diisopropylphosphoramidite